Tetraethylammonium bromide [Br-].C(C)[N+](CC)(CC)CC